N-(2-(2-(cyclopropanesulfonamido)thiazol-4-yl)propan-2-yl)-4-(5-methoxypyridin-3-yl)benzamide C1(CC1)S(=O)(=O)NC=1SC=C(N1)C(C)(C)NC(C1=CC=C(C=C1)C=1C=NC=C(C1)OC)=O